4-Hexoxy-N-[4-[(E)-3-[4-[2-hydroxyethyl(methyl)amino]phenyl]prop-2-enoyl]phenyl]benzamide C(CCCCC)OC1=CC=C(C(=O)NC2=CC=C(C=C2)C(\C=C\C2=CC=C(C=C2)N(C)CCO)=O)C=C1